C1=CC=CC=2C3=CC=CC=C3C(=CC12)C1=CC=C(C=C1)NC1=CC=CC=C1 (4-phenanthrene-9-yl-phenyl)-phenyl-amine